7-(5-{[(2S)-1-Hydroxy-4-(trifluoromethoxy)butan-2-yl]carbamoyl}-2-(trifluoromethyl)phenyl)imidazo[1,5-a]pyridine-3-carboxamide OC[C@H](CCOC(F)(F)F)NC(=O)C=1C=CC(=C(C1)C1=CC=2N(C=C1)C(=NC2)C(=O)N)C(F)(F)F